NC([C@@](CO)(C)NC(=O)C1=C(OC2=C1C=C(C=C2)C(CC2=CC=CC=C2)OC)C)=O N-((S)-1-amino-3-hydroxy-2-methyl-1-oxopropan-2-yl)-5-(1-methoxy-2-phenylethyl)-2-methylbenzofuran-3-carboxamide